COC1=C(C=C(C(=C1)SCCOC)OC)CCN 2-[2,5-dimethoxy-4-(2-methoxyethylsulfanyl)phenyl]ethylamine